3,4,5,5a-tetrahydro-1,2a-diazabenzo[cd]azulen-2(1H)-one N1C(N2C=3C(C=CC=CC13)CCC2)=O